C(C)(=O)[O-].[NH4+].BrC1=CC=CC=2SC(=C(C21)CC2CC2)\C=C(/C)\[N+](=O)[O-] (E)-4-Bromo-3-(cyclopropylmethyl)-2-(2-nitroprop-1-en-1-yl)benzo[b]thiophene Ammonium acetate